ethyl 6-tert-butyl-9-{2-[4-(hydroxymethyl) piperidin-1-yl] thiazol-5-yl}-10-methoxy-2-oxo-6,7-dihydro-2H-pyrido[2,1-a]isoquinoline-3-carboxylate C(C)(C)(C)C1N2C(C3=CC(=C(C=C3C1)C1=CN=C(S1)N1CCC(CC1)CO)OC)=CC(C(=C2)C(=O)OCC)=O